5-(4-bromobutoxy)-2-(2,6-dioxopiperidin-3-yl)-2,3-dihydro-1H-isoindole-1,3-dione BrCCCCOC=1C=C2C(N(C(C2=CC1)=O)C1C(NC(CC1)=O)=O)=O